(R)-N-acryloyl-N-(7-(3-aminopyrrolidin-1-yl)-1-methyl-1H-indazol-3-yl)acrylamide tert-Butyl-(R)-(1-(3-amino-1-methyl-1H-indazol-7-yl)pyrrolidin-3-yl)carbamate C(C)(C)(C)N(C(O)=O)[C@H]1CN(CC1)C=1C=CC=C2C(=NN(C12)C)N.C(C=C)(=O)N(C(C=C)=O)C1=NN(C2=C(C=CC=C12)N1C[C@@H](CC1)N)C